N,N-diethyl-N-methylcyclohexylammonium C(C)[N+](C)(CC)C1CCCCC1